C[Si](C)(C)ON1C(CCCC1)C(=O)O trimethylsilyloxylpiperidine-2-carboxylic acid